CC(C#CO)C 3-methylbutynyl alcohol